N[C@@H](C(=O)N[C@H](C(=O)O)C1O[C@H]([C@@H]([C@@H]1O)O)N1C(NC(C=C1)=O)=O)[C@@H](CC1=CC=C(C=C1)O)O (2S)-{[(2R,3R)-2-amino-3-hydroxy-4-(4-hydroxyphenyl)butanoyl]amino}[(3S,4R,5R)-5-(2,4-dioxo-3,4-dihydro-1(2H)-pyrimidinyl)-3,4-dihydroxytetrahydro-2-furanyl]acetic acid